C1(CC1)[C@@H](C)NC1=NN2C(C=N1)=C(C=C2)C=2C=C1C(=NC2)N=C(N1C1CCOCC1)C (R)-N-(1-cyclopropylethyl)-5-(2-methyl-1-(tetrahydro-2H-pyran-4-yl)-1H-imidazo[4,5-b]pyridin-6-yl)pyrrolo[2,1-f][1,2,4]triazin-2-amine